N1=C(C=CC=C1)C1=CC(=NC=N1)N1N=CN=C1C(C)NC(OC(C)(C)C)=O tert-butyl (1-(1-(6-(pyridin-2-yl)pyrimidin-4-yl)-1H-1,2,4-triazol-5-yl)ethyl)carbamate